NCC(CN1N=CN(C1=O)CC=1SC(=CC1)C#CC=1C=NN(C1)C)=C(F)F 2-[2-(aminomethyl)-3,3-difluoro-allyl]-4-[[5-[2-(1-methylpyrazol-4-yl)ethynyl]-2-thienyl]methyl]-1,2,4-triazol-3-one